NC1=C(C=CC=C1Br)C(C)(O)C1=C(C=CC=C1)C(F)(F)F 1-(2-amino-3-bromophenyl)-1-(2-(trifluoromethyl)phenyl)ethan-1-ol